ClC=1C(=C(C(=CC1)OC)C1=CC(=NC=C1C(=O)N)C)F 4-(3-chloro-2-fluoro-6-methoxyphenyl)-6-methylnicotinamide